trifluorohexanone FC(C(CCCC)=O)(F)F